4-methyl-3-[(1r,3s)-1-(3-vinylphenyl)-3-methylcyclobutyl]-1,2,4-triazole CN1C(=NN=C1)C1(CC(C1)C)C1=CC(=CC=C1)C=C